2-methoxy-4-(methoxymethyl)aniline COC1=C(N)C=CC(=C1)COC